C(#N)C1=CC(=C(CN2N=CC=3C2=NC(=CC3)N3CCN(CC3)C(=O)OC(C)(C)C)C=C1)F tert-butyl 4-(1-(4-cyano-2-fluorobenzyl)-1H-pyrazolo[3,4-b]pyridin-6-yl)piperazine-1-carboxylate